2-octyl-1-decanol C(CCCCCCC)C(CO)CCCCCCCC